6-(5-(difluoromethyl)-1-methyl-1H-1,2,4-triazol-3-yl)-7-methyl-3,4-dihydro-1H-spiro[1,8-naphthyridine-2,3'-pyrrolidine] FC(C1=NC(=NN1C)C=1C=C2CCC3(CNCC3)NC2=NC1C)F